C(C)(C)(C)OC(=O)N1CCC(CC1)(C#CC=1C=NC(=CC1)OC)OC 4-methoxy-4-((6-methoxypyridin-3-yl)ethynyl)piperidine-1-carboxylic acid tert-butyl ester